1-(6-(2-carbamoyl-6-(trifluoromethoxy)-1H-indol-1-yl)pyridin-2-yl)azetidine-3-carboxylic acid C(N)(=O)C=1N(C2=CC(=CC=C2C1)OC(F)(F)F)C1=CC=CC(=N1)N1CC(C1)C(=O)O